N-(3-aminophenyl)-2,6-difluorobenzenesulfonamide NC=1C=C(C=CC1)NS(=O)(=O)C1=C(C=CC=C1F)F